Cl[Si](C)(CCCC#N)Cl dichloro(3-cyanopropyl)methylsilane